(S)-2-chloro-N-(5-chloro-6-cyclopropoxypyridin-3-yl)-8,8-dimethyl-7,8-dihydro-6H-cyclopenta[e]pyrazolo[1,5-a]pyrimidine-6-carboxamide ClC1=NN2C(N=CC3=C2C(C[C@@H]3C(=O)NC=3C=NC(=C(C3)Cl)OC3CC3)(C)C)=C1